ClC=1N=CC(=NC1)C(=O)NC=1C(=C(C=2N(C1)C=C(N2)C)C)F 5-chloro-N-(7-fluoro-2,8-dimethyl-imidazo[1,2-a]pyridin-6-yl)pyrazine-2-carboxamide